N1C(=CC2=CC=CC=C12)CN1CCN(CC1)C1=C2C(=NC=C1)NC=C2 4-[4-(1H-indol-2-ylmethyl)piperazin-1-yl]-1H-pyrrolo[2,3-b]pyridine